FC1=CC(=C(C=C1)NC(=O)N1CCCCC1)C(F)(F)F N-[4-fluoro-2-(trifluoromethyl)phenyl]piperidine-1-carboxamide